C1(CCC1)C=NS(=O)C(C)(C)C N-(cyclobutylmethylene)-2-methyl-propane-2-sulfinamide